Bicyclo[3.1.0]Hexane-6-carbonitrile C12CCCC2C1C#N